F[P-](F)(F)(F)(F)F.N1(N=NC2=C1N=CC=C2)C(=[N+](C)C)N(C)C N-[(7-aza-1H-benzotriazol-1-yl)(dimethylamino)-methylene]-N-methylmethanaminium hexafluorophosphate